S(=O)(=O)(O)O.NNC(C(C)Cl)=N N-amino-chloropropionamidine sulfate